2-methoxy-5-methyl-pyridin-4-amine COC1=NC=C(C(=C1)N)C